N-methyl-4,5-dimethylthiazolium iodide [I-].C[N+]1=CSC(=C1C)C